NC=1N(C(NC1C#N)=O)CC1=CC=C(C=C1)Br 4-amino-3-[(4-bromophenyl)methyl]-2-oxo-1H-imidazole-5-carbonitrile